2-(tetrahydro-2H-pyran-4-yl)oxazole O1CCC(CC1)C=1OC=CN1